5-(1H-imidazol-1-yl)-N-((1r,4r)-4-((2,2,2-trifluoroethyl)amino)cyclohexyl)-1H-pyrazolo[4,3-d]pyrimidine-7-carboxamide N1(C=NC=C1)C=1N=C(C2=C(N1)C=NN2)C(=O)NC2CCC(CC2)NCC(F)(F)F